(2S)-Benzyl 2-(4-(methoxycarbonyl)phenyl)-4-(2-methoxyvinyl)piperidine-1-carboxylate COC(=O)C1=CC=C(C=C1)[C@H]1N(CCC(C1)C=COC)C(=O)OCC1=CC=CC=C1